CNC(=O)[C@@H]1C[C@H](C1)C(=O)[O-] trans-3-(methylcarbamoyl)cyclobutane-1-carboxylate